Tert-butyl 4-((4-(6-chloropyridazin-4-yl)phenyl)amino)piperidine-1-carboxylate ClC1=CC(=CN=N1)C1=CC=C(C=C1)NC1CCN(CC1)C(=O)OC(C)(C)C